4-(2-Amino-2-methylpropyl)-N-(1-{4-[(4-aminopiperidin-1-yl)methyl]phenyl}-2-oxo-1,2-dihydropyrimidin-4-yl)-4-fluoropiperidine-1-carboxamide hydrochloride salt Cl.NC(CC1(CCN(CC1)C(=O)NC1=NC(N(C=C1)C1=CC=C(C=C1)CN1CCC(CC1)N)=O)F)(C)C